2-[4-(2-hydroxy-2-methylpropyl)phenyl]-4-[2-(2,2,2-trifluoroethoxy)phenyl]-2,3-dihydro-1H-pyrrolo[3,4-c]pyridin-1-one OC(CC1=CC=C(C=C1)N1CC=2C(=NC=CC2C1=O)C1=C(C=CC=C1)OCC(F)(F)F)(C)C